tert-butyl N-[9-[4-[6-[2-[(6-cyano-4-quinolyl)amino]ethyl]naphthalene-2-carbonyl]piperazin-1-yl]-9-oxo-nonyl]carbamate C(#N)C=1C=C2C(=CC=NC2=CC1)NCCC=1C=C2C=CC(=CC2=CC1)C(=O)N1CCN(CC1)C(CCCCCCCCNC(OC(C)(C)C)=O)=O